C(C)(C)(C)OC(N[C@H]1C/C=C/[C@H](C(NC=2C=NN(C2C=2C=NC=C1C2)C)=O)C)=O N-[(9R,10E,13S)-3,9-dimethyl-8-oxo-3,4,7,16-tetraazatricyclo[12.3.1.02,6]Octadeca-1(18),2(6),4,10,14,16-hexaen-13-yl]Carbamic acid tert-butyl ester